2-(7-((2-amino-2-methylpropyl)(methyl)amino)imidazo[1,2-a]pyrimidin-2-yl)-5-(2H-1,2,3-triazol-2-yl)phenol NC(CN(C1=NC=2N(C=C1)C=C(N2)C2=C(C=C(C=C2)N2N=CC=N2)O)C)(C)C